2-Cyclopropyl-6-((3-fluoro-3-methylazetidin-1-yl)methyl)pyrimidine-4-carboxylic acid C1(CC1)C1=NC(=CC(=N1)C(=O)O)CN1CC(C1)(C)F